6-chloro-1-(3,5-di(2-propanyl)-1H-pyrazol-4-yl)-7-(2-fluorophenyl)-4-((2S)-2-methyl-4-(2-propenoyl)-1-piperazinyl)pyrido[2,3-d]pyrimidin-2(1H)-one ClC1=CC2=C(N(C(N=C2N2[C@H](CN(CC2)C(C=C)=O)C)=O)C=2C(=NNC2C(C)C)C(C)C)N=C1C1=C(C=CC=C1)F